Dimethylthiocarbamic acid O-(4-chloro-3-cyanophenyl) ester ClC1=C(C=C(C=C1)OC(N(C)C)=S)C#N